FC=1C=CC=C2C(N(C(=NC12)N(C1CC2(CN(C2)C(=O)OC(C)(C)C)C1)C)C1=C(C=CC=C1)OC(C)C)=O tert-butyl 6-((8-fluoro-3-(2-isopropoxyphenyl)-4-oxo-3,4-dihydro-quinazolin-2-yl) (methyl) amino)-2-azaspiro[3.3]heptane-2-carboxylate